N1=C(C=CC=C1)N1CS(C2=C1C=C(C=C2)O)=O 3-Pyridinyl-5-Hydroxybenzothiazolone